(4S)-2-((S)-2-(2-hydroxy-3-methylphenyl)-4,5-dihydrothiazol-4-yl)-3-methylthiazolidine-4-carboxylic acid OC1=C(C=CC=C1C)C=1SC[C@H](N1)C1SC[C@@H](N1C)C(=O)O